dipentaerythritol bis(3-mercaptobutyrate) SC(CC(=O)OCC(COC(CC(C)S)=O)(COCC(CO)(CO)CO)CO)C